NCCOC1CCC(CC1)N(C(OCC1=CC=CC=C1)=O)C Benzyl ((1r,4r)-4-(2-aminoethoxy)cyclohexyl)(methyl)carbamate